FC(CN1C=NC(=C1C=1C=CC=2N(C1)C(=CN2)C(=O)N)C2=C(C=C(C=C2)F)F)F 6-(1-(2,2-difluoroethyl)-4-(2,4-difluoro-phenyl)-1H-imidazol-5-yl)imidazo[1,2-a]pyridine-3-carboxamide